(S)-N-(4-(4-cyanopyridin-3-yl)-2-(2-(hydroxymethyl)morpholino)phenyl)-2-(2-fluoro-6-methoxyphenyl)pyrimidine-4-carboxamide C(#N)C1=C(C=NC=C1)C1=CC(=C(C=C1)NC(=O)C1=NC(=NC=C1)C1=C(C=CC=C1OC)F)N1C[C@H](OCC1)CO